P(=O)([O-])([O-])[O-].C(CCCCCCC)C([NH+](CC(CCCC)CC)CC(CCCC)CC)(CCCCCCCC)CCCCCCCC.C(CCCCCCC)C(CCCCCCCC)(CCCCCCCC)[NH+](CC(CCCC)CC)CC(CCCC)CC.C(CCCCCCC)C(CCCCCCCC)(CCCCCCCC)[NH+](CC(CCCC)CC)CC(CCCC)CC trioctylmethyl-bis(2-ethylhexyl)ammonium phosphate